5-(4-amino-3-fluorophenyl)-7-(3-(benzyloxy)cyclobutyl)-7H-pyrrolo[2,3-d]pyrimidin-4-amine NC1=C(C=C(C=C1)C1=CN(C=2N=CN=C(C21)N)C2CC(C2)OCC2=CC=CC=C2)F